[Cl-].[Cl-].C=[Zr+2](C1C2=CC=CC=C2C=2C=CC=CC12)C1C=CC=C1 methylene-(cyclopentadienyl)(9-fluorenyl)zirconium dichloride